3-(tert-Butyl)-N-(4-(4,4,5,5-tetramethyl-1,3,2-dioxaborolan-2-yl)-2-(trifluoromethyl)benzyl)-1,2,4-oxadiazole-5-carboxamide C(C)(C)(C)C1=NOC(=N1)C(=O)NCC1=C(C=C(C=C1)B1OC(C(O1)(C)C)(C)C)C(F)(F)F